C(C)(C)(C)OC(=O)N1C(C2=C(CC1)C(=CS2)C(=O)[O-])C.[Li+] lithium 6-(tert-butoxycarbonyl)-7-methyl-4,5,6,7-tetrahydrothieno[2,3-c]pyridine-3-carboxylate